bis(prop-2-ynyl) (E)-but-2-enedioate C(\C=C\C(=O)OCC#C)(=O)OCC#C